C1(=CC=CC=2C3=CC=CC=C3CC12)[Zr](C)(C)NC12CC3CC(CC(C1)C3)C2 fluorenyl-adamantylamino-dimethylzirconium